COC=1C=C2CC(CC2=CC1C)N 5-methoxy-6-methyl-2-aminoindane